C(C)N1C=2C=CC(=CC2C(C2=CC=CC=C12)=O)S(=O)(=O)C1=C(C(=O)N)C=CC=C1 ((10-ethyl-9-oxo-9,10-dihydroacridin-2-yl)sulfonyl)benzamide